C(C)C1(NC(=NC(=N1)NCC)N)N 2,N4-diethylmelamine